Cyclopropyl-[rac-(5s,7s)-7-fluoro-5-(o-tolyl)-6,7-dihydro-5H-pyrrolo[1,2-b][1,2,4]triazol-2-yl]methanone C1(CC1)C(=O)C=1N=C2N(N1)[C@@H](C[C@@H]2F)C2=C(C=CC=C2)C |r|